(S)-N-(1-Benzylpyrrolidin-3-yl)-N-methyl-6-morpholinopyridine-3-sulfonamide C(C1=CC=CC=C1)N1C[C@H](CC1)N(S(=O)(=O)C=1C=NC(=CC1)N1CCOCC1)C